8-(3-fluoro-2-methoxyphenyl)-9-(4-((1-(3-fluoropropyl)azetidin-3-ylidene)methyl)phenyl)-6,7-dihydro-5H-benzo[7]annulene-3-carboxylic acid FC=1C(=C(C=CC1)C=1CCCC2=C(C1C1=CC=C(C=C1)C=C1CN(C1)CCCF)C=CC(=C2)C(=O)O)OC